C(C1=CC=CC=C1)(C1=CC=CC=C1)(C1=CC=CC=C1)NS(=O)CCCCCC N-tritylhexane-1-sulfinamide